2-(4-(ethylsulfonyl)phenyl)-N-(4-(4-methyl-1-(4-(trifluoromethyl)benzyl)pyrrolidin-3-yl)phenyl)acetamide C(C)S(=O)(=O)C1=CC=C(C=C1)CC(=O)NC1=CC=C(C=C1)C1CN(CC1C)CC1=CC=C(C=C1)C(F)(F)F